FC(C(=O)N1CC(C1)N1N=C(C=2C1=NC=CC2)C2=CC(=CC=C2)C(F)(F)F)=C 2-fluoro-1-(3-(3-(3-(trifluoromethyl)phenyl)-1H-pyrazolo[3,4-b]pyridin-1-yl)azetidin-1-yl)propan-2-en-1-one